N-[2-({4-[3-(3-chlorophenyl)-1H-pyrrolo[3,2-b]pyridin-2-yl]pyridin-3-yl}oxy)ethyl]-N-methylethenesulfonamide ClC=1C=C(C=CC1)C1=C(NC=2C1=NC=CC2)C2=C(C=NC=C2)OCCN(S(=O)(=O)C=C)C